(+/-)-N7-methyl-3-phenyl-N5-(pyridazin-4-yl)-2,3-dihydrobenzofuran-5,7-dicarboxamide CNC(=O)C1=CC(=CC=2[C@H](COC21)C2=CC=CC=C2)C(=O)NC2=CN=NC=C2 |r|